C(C)S(=O)(=O)C1=CC=C(C=C1)[C@H](CC(=O)OC)NC(=O)C=1C=NC(=NC1)N1C(CCC1)C1=CC(=CC=C1)F methyl (3S)-3-(4-(Ethylsulfonyl)phenyl)-3-(2-(2-(3-fluorophenyl)pyrrolidin-1-yl) pyrimidine-5-carboxamido)propionate